CNC1=CC=CC=C1 Methyl-aniline